4-(((4-((3S,5R)-3,5-Dimethylpiperazin-1-yl)-6-methylpyrimidin-2-yl)methyl)amino)-3-(tetrahydro-2H-pyran-4-yl)-1H-pyrrolo[2,3-b]pyridine-5-carbonitrile C[C@H]1CN(C[C@H](N1)C)C1=NC(=NC(=C1)C)CNC1=C2C(=NC=C1C#N)NC=C2C2CCOCC2